(S)-(4-(1-((4-(2-chloro-4-(methoxy-d3)-5-methylphenyl)-5-methylthiazol-2-yl)(prop-2-yn-1-yl)amino)-2-cyclopropylethyl)-2-fluorophenyl)methanol ClC1=C(C=C(C(=C1)OC([2H])([2H])[2H])C)C=1N=C(SC1C)N([C@@H](CC1CC1)C1=CC(=C(C=C1)CO)F)CC#C